BrC1=CC=2N(C=C1)C=C(N2)CC(=O)N2CCN(CC2)C(=O)OC(C)(C)C tert-butyl 4-(2-(7-bromoimidazo[1,2-a]pyridin-2-yl)acetyl)piperazine-1-carboxylate